BrC=1C=C(C2=C(C(OC(=N2)C=2N(N=C(C2)I)C2=NC=CC=C2Cl)=O)C1)C 6-bromo-2-[2-(3-chloro-2-pyridyl)-5-iodo-pyrazol-3-yl]-8-methyl-3,1-benzoxazin-4-one